C(C)OC(=O)C=1C(=C(C(=NC1Cl)C1=NC(=CC(=C1C(F)(F)F)C)N(CC1=CC=C(C=C1)OC)CC1=CC=C(C=C1)OC)F)N ethyl-4-amino-6'-(bis(4-methoxybenzyl)amino)-6-Chloro-3-fluoro-4'-methyl-3'-(trifluoromethyl)-[2,2'-bipyridyl]-5-carboxylate